Nickel Titanium Vanadium [V].[Ti].[Ni]